The molecule is an iodine oxoacid. It has a role as an astringent. It is a conjugate acid of an iodate. OI(=O)=O